6-fluoro-3-methyl-5-(4,4,5,5-tetramethyl-1,3,2-dioxaborolan-2-yl)-1H-indazole FC1=C(C=C2C(=NNC2=C1)C)B1OC(C(O1)(C)C)(C)C